C(C)(C)(C)OC(=O)NCCCS(=O)(=O)C1=CC=C(C=C1)C=1C=C2C(=CC=[N+](C2=CC1)[O-])C(NCC(=O)N1[C@@H](CC(C1)(F)F)C#N)=O (S)-6-(4-(3-(tert-butoxycarbonylamino)propylsulfonyl)phenyl)-4-(2-(2-cyano-4,4-difluoropyrrolidin-1-yl)-2-oxoethylcarbamoyl)quinoline 1-oxide